O=C1N(CC2=C3C(=CC=C12)C1(CCN(CC1)CC1=NN(C=N1)C1=CC=CC=C1)CO3)C3C(NC(CC3)=O)=O 3-(6-oxo-1'-((1-phenyl-1H-1,2,4-triazol-3-yl)methyl)-6,8-dihydro-2H,7H-spiro[furo[2,3-e]isoindole-3,4'-piperidin]-7-yl)piperidine-2,6-dione